(3-bromothieno[3,2-c]pyridin-4-yl) trifluoromethanesulfonate FC(S(=O)(=O)OC1=NC=CC2=C1C(=CS2)Br)(F)F